C(C)(C)(C)OC(=O)N[C@H](C(=O)O)C(CC)CC (S)-2-((tert-Butoxycarbonyl)amino)-3-ethylpentanoic acid